bis-[2-(p-methoxybenzylsulfonyloxy)phenyl]urea COC1=CC=C(CS(=O)(=O)OC2=C(C=CC=C2)NC(NC2=C(C=CC=C2)OS(=O)(=O)CC2=CC=C(C=C2)OC)=O)C=C1